5-(3-fluorophenyl)-N-{2-[(2,2,2-trifluoroethyl)amino]ethyl}-6-[4-(trifluoromethyl)phenoxy]pyridine-3-carboxamide FC=1C=C(C=CC1)C=1C=C(C=NC1OC1=CC=C(C=C1)C(F)(F)F)C(=O)NCCNCC(F)(F)F